ClC=1C=CC=2N(C1)C(=CN2)C2=NC=CC(=N2)N2CC(CCC2)CC(=O)N 2-(1-(2-(6-chloroimidazo[1,2-a]pyridin-3-yl)pyrimidin-4-yl)piperidin-3-yl)acetamide